BrC=1C=C(C(=C(C1)C(C)=O)C)C(F)F 1-(5-bromo-3-(difluoromethyl)-2-methylphenyl)ethanone